(3s,5s)-3-aminomethyl-7-(2-methoxy-phenoxy)-5-methyl-heptanoic acid NC[C@H](CC(=O)O)C[C@@H](CCOC1=C(C=CC=C1)OC)C